4-(4-((2-(2,3-dihydrobenzo[b][1,4]dioxin-6-yl)pyrrolidin-1-yl)methyl)-3-methylphenyl)pyridine O1C2=C(OCC1)C=C(C=C2)C2N(CCC2)CC2=C(C=C(C=C2)C2=CC=NC=C2)C